C1NCCC12CCC(CC2)N2CCN(CC2)C=2C=CC1=CN(N=C1C2)C2CCC(CC2)CNC(C2=C(C(=C(C(=C2)F)O)F)F)=O N-{[(1r,4r)-4-{6-[4-(2-azaspiro[4.5]decan-8-yl)piperazin-1-yl]-2H-indazol-2-yl}cyclohexyl]methyl}-2,3,5-trifluoro-4-hydroxybenzamide